CC=1N(C(=CC1)C)C1=CC=C(C(=O)O)C=C1 4-(2,5-Dimethyl-1H-pyrrol-1-yl)benzoic acid